C1(CC1)NC1=NC=CC(=N1)O[C@@H]1CN(CC1)CC(=O)NC=1C=CC=C2C(=CNC12)C1=NC(=NC=C1C)NC1=NN(C(=C1)C)CCN1CCOCC1 (S)-2-(3-((2-(cyclopropylamino)pyrimidin-4-yl)oxy)pyrrolidin-1-yl)-N-(3-(5-methyl-2-((5-methyl-1-(2-morpholinoethyl)-1H-pyrazol-3-yl)amino)pyrimidin-4-yl)-1H-indol-7-yl)acetamide